ClC1=CC=C2C(=N1)C(=NN2CC(C)(O)C)C=2C=NN(C2)C(F)(F)F 1-(5-chloro-3-(1-(trifluoromethyl)-1H-pyrazol-4-yl)-1H-pyrazolo[4,3-b]pyridin-1-yl)-2-methylpropan-2-ol